ClC1=CC=CC(=N1)[C@@H]1[C@H](CN(CC1)C(=O)OC(C)(C)C)C |r| rac-tert-butyl (3R,4S)-4-(6-chloropyridin-2-yl)-3-methylpiperidine-1-carboxylate